C1(CC1)C1=C(C(=CC(=C1)OC(F)F)C(C)C)NC(=O)N=[S@@](=O)(N)C1=CC=C(C=C1)CN(C)C (S)-N'-(2-cyclopropyl-4-(difluoromethoxy)-6-isopropylphenylcarbamoyl)-4-((dimethylamino)methyl)benzene-sulfonimidamide